4-[(5-bromo-2-fluoro-phenoxy)methyl]-3-fluoro-benzonitrile BrC=1C=CC(=C(OCC2=C(C=C(C#N)C=C2)F)C1)F